C\C=C\C=CCC trans-2,4-Heptadiene